2,6-di-tertiary butyl-4-methyl-phenol C(C)(C)(C)C1=C(C(=CC(=C1)C)C(C)(C)C)O